2,2'-(4-(1-carboxyethyl)-10-((6-chloropyridin-2-yl)methyl)-1,4,7,10-tetraazacyclododecane-1,7-diyl)diacetic acid C(=O)(O)C(C)N1CCN(CCN(CCN(CC1)CC(=O)O)CC1=NC(=CC=C1)Cl)CC(=O)O